C(C)(=O)OC1=C(C=C(C=C1)C=CC)OC 2-methoxy-4-(1-propen-1-yl)-phenol 1-acetate